ClC1=CC2=C(S1)[C@@]1(C[C@@H](N(CC1)CC)C)OC[C@H]2O (2'S,4S,7R)-2-chloro-1'-ethyl-2'-methyl-spiro[4,5-dihydrothieno[2,3-c]pyran-7,4'-piperidine]-4-ol